(R)-1,1,3-trimethyl-4-aminoindane D-tartaric acid salt C([C@@H](O)[C@H](O)C(=O)O)(=O)O.CC1(C[C@H](C2=C(C=CC=C12)N)C)C